2-hydroxy-5-((4-(2-nitro-4-(3-(2-nitrophenyl)-1,2,4-oxadiazol-5-yl)phenyl)piperazin-1-yl)methyl)benzaldehyde OC1=C(C=O)C=C(C=C1)CN1CCN(CC1)C1=C(C=C(C=C1)C1=NC(=NO1)C1=C(C=CC=C1)[N+](=O)[O-])[N+](=O)[O-]